CN1N=C(C(=C1)S(=O)(=O)NC(=O)C=1C=CC(=NC1N1C(C[C@@H](C1)C)(C)C)N1N=C(C=C1)OCC(C)(C)[B-](F)(F)F)C.[K+] potassium (S)-(1-((1-(5-(((1,3-dimethyl-1H-pyrazol-4-yl)sulfonyl)carbamoyl)-6-(2,2,4-trimethylpyrrolidin-1-yl)pyridin-2-yl)-1H-pyrazol-3-yl)oxy)-2-methylpropan-2-yl)trifluoroborate